6-(1,1-Difluoroethyl)-N-[2-(4-formylcyclohexyl)-6-(2-hydroxy-2-methyl-propoxy)indazol-5-yl]pyridine-2-carboxamide FC(C)(F)C1=CC=CC(=N1)C(=O)NC1=CC2=CN(N=C2C=C1OCC(C)(C)O)C1CCC(CC1)C=O